tert-butyl 3-(4-amino-7-(2-(tert-butoxy)-2-oxoethyl)-7H-pyrrolo[2,3-d]pyrimidin-5-yl)-1H-indole-1-carboxylate NC=1C2=C(N=CN1)N(C=C2C2=CN(C1=CC=CC=C21)C(=O)OC(C)(C)C)CC(=O)OC(C)(C)C